FC(OC1=C(C(=O)NC2=CC=C(C=C2)C=2OC(=NN2)C2=CC=CC=C2)C=CC=C1)F 2-(difluoromethoxy)-N-[4-(5-phenyl-1,3,4-oxadiazol-2-yl)phenyl]benzamide